methyl (R)-2-((4-(5-(6-((S)-1-(tert-butoxy)-2-ethoxy-2-oxoethyl)-7-(4-chlorophenyl)-5-methylbenzo[d]thiazol-2-yl)-1-methyl-1H-indazol-3-yl)piperidin-1-yl)methyl)azetidine-1-carboxylate C(C)(C)(C)O[C@H](C(=O)OCC)C1=C(C2=C(N=C(S2)C=2C=C3C(=NN(C3=CC2)C)C2CCN(CC2)C[C@@H]2N(CC2)C(=O)OC)C=C1C)C1=CC=C(C=C1)Cl